3-vinyloxetane C(=C)C1COC1